7-bromo-5-ethoxy-3H-quinazolin-4-one BrC1=CC(=C2C(NC=NC2=C1)=O)OCC